BrC=1SC=CN1 2-bromo-1,3-thiazol